O=CCOC1=CC2=C(N(C(=N2)SCCCNC(OC(C)(C)C)=O)COCC[Si](C)(C)C)C=C1 tert-butyl (3-((5-(2-oxoethoxy)-1-((2-(trimethylsilyl)ethoxy)methyl)-1H-benzo[d]imidazol-2-yl)thio)propyl)carbamate